isooctyl-3-(3,5-di-tert-butyl-4-hydroxyphenyl)-propionate C(CCCCC(C)C)OC(CCC1=CC(=C(C(=C1)C(C)(C)C)O)C(C)(C)C)=O